OCCNCCN N-(2-hydroxyethyl)-ethylenediamine